C(=O)O.ClC=1C=C2CCCN(C2=C(C1)C1=C2C(=NC=C1)C=C(S2)CN2C(CCC2=O)=O)[C@H]2CN[C@@](C2)(C)CO 1-((7-(6-chloro-1-((3R,5R)-5-(hydroxymethyl)-5-methylpyrrolidin-3-yl)-1,2,3,4-tetrahydroquinolin-8-yl)thieno[3,2-b]pyridin-2-yl)methyl)pyrrolidine-2,5-dione, formic acid salt